2-ethyl-4-[[5-(3-fluoro-4-isopropoxy-phenyl)-1-methylimidazole-2-carbonyl]amino]benzoic acid C(C)C1=C(C(=O)O)C=CC(=C1)NC(=O)C=1N(C(=CN1)C1=CC(=C(C=C1)OC(C)C)F)C